6-(2,6-Difluorophenyl)-4-((4-(2-morpholino-2-oxoethyl)phenyl)amino)pyridazine-3-carboxamide FC1=C(C(=CC=C1)F)C1=CC(=C(N=N1)C(=O)N)NC1=CC=C(C=C1)CC(=O)N1CCOCC1